dibenz(a,h)ANTHRACENE C1=CC=CC=2C1=C1C=C3C=CC4=C(C3=CC1=CC2)C=CC=C4